ClC1=C(C=C(CN2CCC(CC2)N2C(CC=3C2=NC=CC3)C(=O)NC3=NC(=CC(=C3)C(=O)N3CCCC3)C)C=C1)C 1-(1-(4-chloro-3-methylbenzyl)piperidin-4-yl)-N-(4-(tetrahydropyrrole-1-yl-formyl)-6-methylpyridin-2-yl)-2,3-dihydro-1H-pyrrolo[2,3-B]pyridine-2-carboxamide